5-fluoro-2-methoxybenzene-1-sulfonyl chloride FC=1C=CC(=C(C1)S(=O)(=O)Cl)OC